N1-[4-(3-cyanophenyl)-5-(2,6-dimethyl-4-pyridyl)thiazol-2-yl]-N4-methyl-piperidine-1,4-dicarboxamide C(#N)C=1C=C(C=CC1)C=1N=C(SC1C1=CC(=NC(=C1)C)C)NC(=O)N1CCC(CC1)C(=O)NC